(5-fluoropyridin-2-yl)-6,7-dihydro-4H-pyrazolo[5,1-c][1,4]oxazine FC=1C=CC(=NC1)C1=NN2C(COCC2)=C1